tert-Butyl 4-(5-((6-(3,5-dichlorophenyl)-3-fluoro-4-((4-(2-methoxy-2-oxoethyl)piperidin-1-yl)methyl)pyridin-2-yl)oxy)pyrazin-2-yl)piperazine-1-carboxylate ClC=1C=C(C=C(C1)Cl)C1=CC(=C(C(=N1)OC=1N=CC(=NC1)N1CCN(CC1)C(=O)OC(C)(C)C)F)CN1CCC(CC1)CC(=O)OC